FC1=C(OC2CCC(CC2)C(=O)OCC)C=C(C(=C1)OC)C(N[C@@H]1[C@@H]2CC[C@H]([C@@H]1C(NC1=CC(=C(C=C1)F)C(F)(F)F)=O)O2)=O Ethyl (1R,4s)-4-(2-fluoro-5-(((1S,2S,3R,4R)-3-((4-fluoro-3-(trifluoromethyl)phenyl)carbamoyl)-7-oxabicyclo[2.2.1]heptan-2-yl)carbamoyl)-4-methoxyphenoxy)cyclohexane-1-carboxylate